O1C(COC2=NC=CC=C21)COC2=NC(N1C(C3=CC=C(C=C3CC1)C#CCOC)=C2)=O 2-(2,3-Dihydro-[1,4]dioxino[2,3-b]pyridin-2-ylmethoxy)-9-(3-methoxy-prop-1-ynyl)-6,7-dihydro-pyrimido[6,1-a]isoquinolin-4-one